C(C)(C)NC1=NC=C(C(=N1)N)OC1=C(C=C(C(=C1)OC)OC)C(C)C N2-Isopropyl-5-(2-isopropyl-4,5-dimethoxy-phenoxy)-pyrimidine-2,4-diamine